N1C[C@H](CC1)C(=O)N1CCN(CC1)C1=CC(=NC2=CC=CC=C12)C(F)(F)F (S)-pyrrolidin-3-yl(4-(2-(trifluoromethyl)quinolin-4-yl)piperazin-1-yl)methanone